(5aR,5bS,7aS,10aS,10bR,E)-8-hydrazineylidene-5a,7a-dimethyl-5,5a,5b,6,7,7a,8,9,10,10a,10b,11-dodecahydro-4H-cyclopenta[7,8]phenanthro[2,1-d]thiazol-2-amine N(/N)=C\1/CC[C@@H]2[C@@]1(CC[C@@H]1[C@]3(CCC=4N=C(SC4C3=CC[C@@H]21)N)C)C